2-(o-tolyl)-3-phenylpropionamide C1(=C(C=CC=C1)C(C(=O)N)CC1=CC=CC=C1)C